2-[2-(Pyridin-4-ylmethoxy)ethoxy]ethyl 4-[2-(4-fluorophenyl)-4-oxo-1,3-thiazolidin-3-yl]-3-methylbenzoate FC1=CC=C(C=C1)C1SCC(N1C1=C(C=C(C(=O)OCCOCCOCC2=CC=NC=C2)C=C1)C)=O